C(#N)C(C)(C)N1N=CC(=C1)C=1C=NC=2C=CN3C(C2C1)=NC(=C3C(=O)N)C3=C(C=CC=C3Cl)Cl 9-(1-(2-Cyanopropan-2-yl)-1H-pyrazol-4-yl)-2-(2,6-dichlorophenyl)imidazo[2,1-f][1,6]naphthyridine-3-carboxamide